2,3,4,5-tetrafluoro-N-(3-((5-fluoro-2-((4-(2-methoxyethoxy)phenyl)amino)pyrimidin-4-yl)amino)phenyl)-6-(fluoromethoxy)benzenesulfonamide FC1=C(C(=C(C(=C1F)F)F)OCF)S(=O)(=O)NC1=CC(=CC=C1)NC1=NC(=NC=C1F)NC1=CC=C(C=C1)OCCOC